S1CCN(CC1)C=1C(C(C1NCC1=CC=C(C=C1)C1=NOC(=N1)C(F)(F)F)=O)=O 3-thiomorpholino-4-((4-(5-(trifluoromethyl)-1,2,4-oxadiazol-3-yl)benzyl)amino)cyclobut-3-ene-1,2-dione